5-[2-[[4-[tert-butoxycarbonyl(methyl)amino]-6-methyl-2-pyridyl]amino]-3-fluoro-5-methoxy-4-pyridyl]-2,3,4,7-tetrahydroazepine-1-carboxylate C(C)(C)(C)OC(=O)N(C1=CC(=NC(=C1)C)NC1=NC=C(C(=C1F)C=1CCCN(CC1)C(=O)[O-])OC)C